FCCN1N=NC(=C1)COC1=CC=C(/C=C/C2=CC=C(C=C2)N(C(OC(C)(C)C)=O)CCC)C=C1 tert-Butyl (E)-(4-(4-((1-(2-Fluoroethyl)-1H-1,2,3-triazol-4-yl)-methoxy)styryl)phenyl)(propyl)carbamate